aminonitrostyrene C1=CC=C(C=C1)C=C(N)[N+](=O)[O-]